6-((1-amino-cyclopentyl)methyl)-7-bromo-N-(pyridin-4-ylmethyl)thieno[3,2-d][1,2,3]triazin-4-amine NC1(CCCC1)CC1=C(C=2N=NN=C(C2S1)NCC1=CC=NC=C1)Br